5-{[(2,2-Dimethylpropanoyl)amino]methyl}-2-(trifluoromethyl)-N-{1-[5-(trifluoromethyl)pyridin-3-yl]-1H-indazol-4-yl}benzamide CC(C(=O)NCC=1C=CC(=C(C(=O)NC2=C3C=NN(C3=CC=C2)C=2C=NC=C(C2)C(F)(F)F)C1)C(F)(F)F)(C)C